COCCOCOC1=C(C=C(C=C1)N1C(C2=CC=C(C=C2CC1)C1=CC=C(C=C1)N1C(CCC1)=O)=O)NS(=O)(=O)C N-(2-((2-methoxyethoxy)methoxy)-5-(1-oxo-6-(4-(2-oxopyrrolidin-1-yl)phenyl)-3,4-dihydroisoquinolin-2(1H)-yl)phenyl)methanesulfonamide